2-(4-aminophenyl)-5-aminophenylbenzimidazole NC1=CC=C(C=C1)C1=C(C=C(C=C1)N)C=1NC2=C(N1)C=CC=C2